CN1CCC(CC1)NC(=O)C=1SC(=CC1)C=1C=NC(=C(C1)OCC1=C(C(=CC=C1F)F)Cl)N 5-[6-amino-5-(2-chloro-3,6-difluoro-benzyloxy)-pyridin-3-yl]-thiophene-2-carboxylic acid (1-methyl-piperidin-4-yl)-amide